2,2-dioxo-2λ6-thiaspiro[3.3]heptane-6-carboxylic acid O=S1(CC2(C1)CC(C2)C(=O)O)=O